(4-fluoro-2-methylphenyl)-3-(2-oxo-1,2-dihydropyrimidin-5-yl)-7-(trifluoromethyl)-2,3-dihydroquinazolin-4(1H)-one FC1=CC(=C(C=C1)N1CN(C(C2=CC=C(C=C12)C(F)(F)F)=O)C=1C=NC(NC1)=O)C